ClC1=C(C=CC=C1)C(C)C(C(=O)N)(OC)OC (1-(2-Chlorophenyl)ethyl)-2,2-dimethoxyacetamide